C(C1=CC=CC=C1)OC=1C=CC2=C(B(OC2CNC(OC(C)(C)C)=O)O)C1F tert-butyl ((6-(benzyloxy)-7-fluoro-1-hydroxy-1,3-dihydrobenzo[c][1,2]oxaborol-3-yl)methyl)carbamate